FC1=CC=C2C(CCOC2=C1)C1=C(C(=O)NC2=CC3=C(NC(O3)=O)C=C2)C=CC(=C1)C(F)(F)F 2-(7-Fluorochroman-4-yl)-N-(2-oxo-2,3-dihydrobenzo[d]oxazol-6-yl)-4-(trifluoromethyl)benzamide